2-[(5,6-dimethyl-3-pyridyl)amino]-2-oxo-acetic acid CC=1C=C(C=NC1C)NC(C(=O)O)=O